trimethylolpropane tri(mercaptopropionate) SC(C(=O)O)C.SC(C(=O)O)C.SC(C(=O)O)C.C(O)C(CC)(CO)CO